O1C(=CC=C1)C=1N=CNC(C1C#N)=O 4-(furan-2-yl)-6-oxo-1,6-dihydropyrimidine-5-carbonitrile